[Si](C)(C)(C(C)(C)C)OCCN1CCC(CC1)CN1C(N(C(C=2N(C(=NC12)C1=C(C=CC=C1)Cl)C1=CC=C(C=C1)Cl)=O)CC(=O)O)=O 2-[3-[(1-[2-[(tert-butyldimethylsilyl)oxy]ethyl]piperidin-4-yl)methyl]-8-(2-chlorophenyl)-7-(4-chlorophenyl)-2,6-dioxo-2,3,6,7-tetrahydro-1H-purin-1-yl]acetic acid